C(C)OC(CC(=O)NC1=CC=C(C=C1)F)=O 3-((4-fluorophenyl)amino)3-oxo-propionic acid ethyl ester